C(O)C(CCC[Sn](CCCC)CCCC)(CO)CO trimethyloltri-n-butyltin